9-(1-(Cyanomethyl)-1H-pyrazol-4-yl)-2-(2,6-dichlorophenyl)imidazo[2,1-f][1,6]naphthyridine-3-carboxamide C(#N)CN1N=CC(=C1)C=1C=NC=2C=CN3C(C2C1)=NC(=C3C(=O)N)C3=C(C=CC=C3Cl)Cl